7-((4-(1-(3-fluorobenzyl)-1H-benzo[d]imidazol-2-yl)piperidin-1-yl)methyl)-3-(2-fluorophenyl)-1-methyl-1H-indazole FC=1C=C(CN2C(=NC3=C2C=CC=C3)C3CCN(CC3)CC=3C=CC=C2C(=NN(C32)C)C3=C(C=CC=C3)F)C=CC1